NC1=NC=C(C=C1C1=NN(C(C=C1)=O)C=1C=C(C(=O)NC)C=CC1)Br 3-(3-(2-amino-5-bromopyridin-3-yl)-6-oxopyridazin-1(6H)-yl)-N-methylbenzamide